7-(3,4-dimethoxyphenyl)-N-(4-(4-(pyridin-2-yl)piperazine-1-carbonyl)phenyl)pyrazolo[1,5-a]pyrimidine-2-carboxamide COC=1C=C(C=CC1OC)C1=CC=NC=2N1N=C(C2)C(=O)NC2=CC=C(C=C2)C(=O)N2CCN(CC2)C2=NC=CC=C2